ClC1=CC=C2C(=CNC2=C1)C(=O)NCC=1C=C2CN(C(C2=CC1)=O)C1C(NC(CC1)=O)=O 6-chloro-N-((2-(2,6-dioxopiperidin-3-yl)-1-oxoisoindolin-5-yl)methyl)-1H-indole-3-carboxamide